[O-]S(=O)(=O)C(F)(F)F.C[NH+]1C(=CC=C1)C 1,2-Dimethylpyrrolium triflat